N-(4-{[2-(3-chlorophenyl)pyrrolidinyl]methyl}phenyl){[(4-methoxyphenyl)methyl]amino}carboxamide ClC=1C=C(C=CC1)C1N(CCC1)CC1=CC=C(C=C1)NC(=O)NCC1=CC=C(C=C1)OC